4-Methyl-2-(4-oxocyclohexyl)morpholin-3-one CN1C(C(OCC1)C1CCC(CC1)=O)=O